4-nitrophenyl phenyl (3-(hexadecyloxy)propyl)phosphoramidate C(CCCCCCCCCCCCCCC)OCCCNP(OC1=CC=C(C=C1)[N+](=O)[O-])(OC1=CC=CC=C1)=O